FC=1C(=CC=C2CCC(NC12)=O)O 8-fluoro-7-hydroxy-3,4-dihydroquinolin-2(1H)-one